tert-butyl (1R,5S)-3-(7-(3-(benzyloxy)naphthalen-1-yl)-8-fluoro-2-(2-(1-methyl-1H-benzo[d]imidazol-2-yl)ethoxy)pyrido[4,3-d]pyrimidin-4-yl)-3,8-diazabicyclo[3.2.1]octane-8-carboxylate C(C1=CC=CC=C1)OC=1C=C(C2=CC=CC=C2C1)C1=C(C=2N=C(N=C(C2C=N1)N1C[C@H]2CC[C@@H](C1)N2C(=O)OC(C)(C)C)OCCC2=NC1=C(N2C)C=CC=C1)F